CC1=CC=CC(=N1)C1=NC=CC(=N1)NC1=NC(=NC=C1)NC=1SC=C(N1)CN1CCNCC1 N4-(2-(6-methylpyridin-2-yl)pyrimidin-4-yl)-N2-(4-(piperazin-1-ylmethyl)thiazol-2-yl)pyrimidine-2,4-diamine